3-(1-benzofuran-2-yl)-3-[4-(1H-pyrrolo[2,3-b]pyridin-4-yl)-1H-pyrazol-1-yl]propanenitrile trifluoroacetate FC(C(=O)O)(F)F.O1C(=CC2=C1C=CC=C2)C(CC#N)N2N=CC(=C2)C2=C1C(=NC=C2)NC=C1